5-(4-({1-((1-(3-aminopropyl)-3-(4-(trifluoromethoxy)phenyl)-1H-indol-5-yl)methyl)piperidin-4-yl}methyl)piperazin-1-yl)-2-(2,6-dioxopiperidin-3-yl)-6-fluoroisoindoline-1,3-dione NCCCN1C=C(C2=CC(=CC=C12)CN1CCC(CC1)CN1CCN(CC1)C=1C=C2C(N(C(C2=CC1F)=O)C1C(NC(CC1)=O)=O)=O)C1=CC=C(C=C1)OC(F)(F)F